tert-butyl N-[(3R)-1-[7-[(8-fluoro-2-methyl-imidazo[1,2-a]pyridin-6-yl)carbamoyl]-6-hydroxy-2-methyl-indazol-4-yl]pyrrolidin-3-yl]-N-(2-methoxyethyl)-carbamate FC=1C=2N(C=C(C1)NC(=O)C1=C(C=C(C3=CN(N=C13)C)N1C[C@@H](CC1)N(C(OC(C)(C)C)=O)CCOC)O)C=C(N2)C